C(C)CCC(C)=O ethyl-3-butanone